O=C(CCCCCCCNC(OCC1=CC=CC=C1)=O)NC[C@@H]([C@H]([C@@H]([C@@H](CO)O)O)O)O benzyl (8-oxo-8-(((2S,3R,4R,5R)-2,3,4,5,6-pentahydroxyhexyl)amino)octyl)carbamate